N1=CC(=CC=C1)C=1CCN(CC1)C1=C(C(N(C2=CC=CC=C12)C)=O)C#N 4-(3',6'-dihydro[3,4'-bipyridin]-1'(2'H)-yl)-1-methyl-2-oxo-1,2-dihydroquinoline-3-carbonitrile